O[C@H](C(C)C)CC[C@@H](C)[C@H]1CC[C@H]2[C@@H]3CC=C4C[C@@H](O)CC[C@]4(C)[C@H]3CC[C@]12C 24-(S)-hydroxycholesterol